(R,Z)-N-(1-(2-(3,3-difluoropyrrolidin-1-yl)-3,6-dimethyl-4-oxo-3,4-dihydroquinazolin-8-yl)ethylidene)-2-methylpropane-2-sulfinamide FC1(CN(CC1)C1=NC2=C(C=C(C=C2C(N1C)=O)C)\C(\C)=N/[S@](=O)C(C)(C)C)F